3-[2-(1H-1,2,3-triazol-5-yl)acetyl]-3-azabicyclo[3.1.0]hexane-2-carboxamide N1N=NC=C1CC(=O)N1C(C2CC2C1)C(=O)N